C1OCC12CCN(CC2)C(CCCC)=O (2-oxa-7-azaspiro[3.5]nonan-7-yl)pentan-1-one